N-(1-(hydroxymethyl)cyclopropyl)-3-tert-butyl-1-N-pentyl-1H-imidazole-5-carboxamide OCC1(CC1)NC(=O)C1=CN(CN1CCCCC)C(C)(C)C